1-[(1S,4S)-5-[4-[3-chloro-2-fluoro-4-(2-oxabicyclo[2.1.1]hexan-1-ylmethoxy)anilino]pyrido[3,2-d]pyrimidin-6-yl]-2,5-diazabicyclo[2.2.1]heptan-2-yl]prop-2-en-1-one ClC=1C(=C(NC=2C3=C(N=CN2)C=CC(=N3)N3[C@@H]2CN([C@H](C3)C2)C(C=C)=O)C=CC1OCC12OCC(C1)C2)F